rac-(1R,5S,6r)-3-oxabicyclo[3.1.0]hexane-6-carboxylic acid [C@H]12COC[C@@H]2C1C(=O)O |r|